tert-butyl 6-(4-bromophenoxy)-2-azaspiro[3.3]heptane-2-carboxylate BrC1=CC=C(OC2CC3(CN(C3)C(=O)OC(C)(C)C)C2)C=C1